ClC=1C=C(C=CC1)C1=NOC(=N1)C(=O)OCC ethyl 3-(3-chlorophenyl)-1,2,4-oxadiazole-5-carboxylate